(1-(3,6-difluoro-9H-carbazol-9-yl)-3-(3-fluoro-9H-carbazol-9-yl)propan-2-yloxy)-2-propanol FC=1C=CC=2N(C3=CC=C(C=C3C2C1)F)CC(CN1C2=CC=CC=C2C=2C=C(C=CC12)F)OCC(C)O